BrC=1C=CC=2N(C3=CC=C(C=C3C2C1)Br)CC1OC1 3,6-dibromo-9-(oxiran-2-ylmethyl)-9H-carbazole